(R)-1-(4-(4-((1-(3-(difluoromethyl)-2-fluorophenyl)ethyl)amino)-2-methyl-[1,2,4]triazolo[4',3':1,6]pyrido[2,3-d]pyrimidin-6-yl)-3,6-dihydropyridin-1(2H)-yl)ethan-1-one FC(C=1C(=C(C=CC1)[C@@H](C)NC=1C2=C(N=C(N1)C)N1C(C(=C2)C=2CCN(CC2)C(C)=O)=NN=C1)F)F